BrCC=1C(=C(C(=O)O)C=CC1)Cl 3-(bromomethyl)-2-chlorobenzoic acid